bis[3-(t-butoxycarbonylamino) phenyl] sulfone C(C)(C)(C)OC(=O)NC=1C=C(C=CC1)S(=O)(=O)C1=CC(=CC=C1)NC(=O)OC(C)(C)C